NC1CC2C(CN(C2)C(=O)OC(C)(C)C)C1 tert-butyl cis-5-aminohexahydrocyclopenta[c]pyrrole-2(1H)-carboxylate